O1CCN(CC1)CN1C(\C(\C2=CC=CC=C12)=C\1/NC2=CC=CC=C2C1=O)=O (3Z)-1-(morpholinomethyl)-3-(3-oxoindolin-2-ylidene)indolin-2-one